3-azido-2,3-dihydrothiophene 1,1-dioxide N(=[N+]=[N-])C1CS(C=C1)(=O)=O